CC(C)C=1SC=CC1 2-(1-methylethyl)-thiophene